(chloromethyl-d2)imidazo[1,2-a]pyridine hydrochloride Cl.ClC([2H])([2H])C=1N=C2N(C=CC=C2)C1